bis(tert-butylisopropyl)benzene C(C)(C)(C)C(C)(C)C1=C(C=CC=C1)C(C)(C)C(C)(C)C